Cl.CN(C1CCN(CC1)C=1C=CC(=NC1)NC1=NC=C(C(=N1)C=1C=C2C=CC=NC2=C(C1)F)F)C N-(5-(4-(Dimethylamino)piperidin-1-yl)pyridin-2-yl)-5-fluoro-4-(8-fluoroquinolin-6-yl)pyrimidin-2-amine hydrochloride